(3R)-7-((2S,5R)-4-acryloyl-2,5-dimethylpiperazin-1-yl)-9-chloro-3-((1-cyclopropylpiperidin-4-yl)methyl)-10-(2,4-difluorophenyl)-2H-[1,4]oxazino[2,3,4-ij]quinazolin-5(3H)-one C(C=C)(=O)N1C[C@@H](N(C[C@H]1C)C1=NC(N2C3=C(C(=C(C=C13)Cl)C1=C(C=C(C=C1)F)F)OC[C@H]2CC2CCN(CC2)C2CC2)=O)C